Benzyl ((1-(2-chloroacetyl)-4-methylazepan-4-yl)methyl)carbamate ClCC(=O)N1CCC(CCC1)(C)CNC(OCC1=CC=CC=C1)=O